2,5-difluorooctane FC(C)CCC(CCC)F